n-hexadecanoic acid-(docosahexenylaminoethyl) ester C(=CC=CC=CC=CC=CC=CCCCCCCCCCC)NCCOC(CCCCCCCCCCCCCCC)=O